(cis)-3-nonenoic acid C(C\C=C/CCCCC)(=O)O